(4-(2-(aminomethyl)-7-(3,5-dichlorophenyl)benzofuran-5-yl)phenyl)(4,4-difluoropiperidin-1-yl)methanone NCC=1OC2=C(C1)C=C(C=C2C2=CC(=CC(=C2)Cl)Cl)C2=CC=C(C=C2)C(=O)N2CCC(CC2)(F)F